6-Amino-3-((1R,3R)-4'-chloro-3-(3-(trifluoromethyl)-1H-pyrazol-1-yl)-1',2'-dihydrospiro[cyclopentane-1,3'-pyrrolo[2,3-b]pyridin]-5'-yl)-2-fluoro-N,N-dimethylbenzamide NC1=CC=C(C(=C1C(=O)N(C)C)F)C=1C(=C2C(=NC1)NC[C@]21C[C@@H](CC1)N1N=C(C=C1)C(F)(F)F)Cl